i-propyltri(i-propoxy)silane C(C)(C)[Si](OC(C)C)(OC(C)C)OC(C)C